IC1=CC=2C(C3=CC=CC=C3C2C=C1[N+](=O)[O-])(C)C 2-iodo-9,9-dimethyl-3-nitro-9H-fluorene